C(=O)C1(CC1)NC(C(C)C)=O N-(1-formylcyclopropyl)-2-methylpropanamide